O=C1NC(CCC1N1C(N(C2=C1C=CC=C2NC2CCN(CC2)C(=O)OC(C)(C)C)C)=O)=O tert-butyl 4-[[1-(2,6-dioxo-3-piperidyl)-3-methyl-2-oxo-benzimidazol-4-yl]amino]piperidine-1-carboxylate